C/C(=C\\CNC1=C2C(=NC=N1)N(C=N2)[C@H]3[C@@H]([C@@H]([C@H](O3)COP(=O)(O)OP(=O)(O)O)O)O)/CO The molecule is a purine ribonucleoside 5'-diphosphate that is ADP substituted at position N-6 by a (2E)-4-hydroxy-3-methylbut-2-en-1-yl group. It has a role as a plant metabolite. It is a N-glycosylzeatin, an adenosine 5'-phosphate and a purine ribonucleoside 5'-diphosphate. It derives from an ADP. It is a conjugate acid of a 9-ribosyl-trans-zeatin 5'-diphosphate(3-).